tin trifluoride [Sn](F)(F)F